CN(CCCN(C(=O)C1N(NC(C1)=O)C1=NC(=CC(=C1)C(F)(F)F)C)C1=CC(=C(C=C1)F)C)C N-(3-(dimethylamino)propyl)-N-(4-fluoro-3-methylphenyl)-2-(6-methyl-4-(tri-fluoromethyl)pyridin-2-yl)-5-oxopyrazolidine-3-carboxamide